C12(NCCCC2C1)C(=O)O 2-azabicyclo[4.1.0]heptane-1-carboxylic acid